tert-Butyl (E)-2-(2-(6-(tert-butyl)pyrimidin-4-yl)vinyl)-5-((1-ethoxy-2-methyl-1-oxopropan-2-yl)thio)-1H-indole-1-carboxylate C(C)(C)(C)C1=CC(=NC=N1)/C=C/C=1N(C2=CC=C(C=C2C1)SC(C(=O)OCC)(C)C)C(=O)OC(C)(C)C